N,N-(dimethylamino)ethyl methacrylate CC(=C)C(=O)OCCN(C)C